[1-(1-aminoethyl)cyclopropyl]Methanol NC(C)C1(CC1)CO